C(C)(C)NC1CCCC=2C=CC=NC12 N-isopropyl-5,6,7,8-tetrahydroquinolin-8-amine